2-(3-acetyl-5-(pyrimidin-5-ylamino)-1H-indol-1-yl)-N-(2-((6-bromopyridin-2-yl)amino)-2-oxoethyl)-N-isopropylacetamide C(C)(=O)C1=CN(C2=CC=C(C=C12)NC=1C=NC=NC1)CC(=O)N(C(C)C)CC(=O)NC1=NC(=CC=C1)Br